ω-N-methylarginine CNC(=N)NCCC[C@H](N)C(=O)O